(S)-2-amino-4-(pyrrolidin-1-yl)butanoic acid trifluoroacetate salt FC(C(=O)O)(F)F.N[C@H](C(=O)O)CCN1CCCC1